N-(4-cyclohexylphenyl)-2-[(2R)-2-methylmorpholin-4-yl]pyrido[2,3-d]pyrimidin-4-amine C1(CCCCC1)C1=CC=C(C=C1)NC=1C2=C(N=C(N1)N1C[C@H](OCC1)C)N=CC=C2